C(C)(C)(C)OP(=O)(OC(C)(C)C)NC1=CC(=CC=C1)OC di-tert-butoxyphosphoryl-m-methoxyaniline